C1(CC1)C1=C(C(=NO1)C1=C(C=NC=C1Cl)Cl)COC12CCC(CC1)(CC2)C2=NC1=C(C=CC=C1C=C2)N2CCN(CC2)C 2-(4-((5-Cyclopropyl-3-(3,5-dichloropyridin-4-yl)isoxazol-4-yl)methoxy)bicyclo[2.2.2]octan-1-yl)-8-(4-methylpiperazin-1-yl)chinolin